C(\C=C\C(=O)O)(=O)O.ClC1=C(C=CC(=C1Cl)C1=NC=CN=C1)[C@H](C(F)(F)F)NC(N(C1CCN(CC1)C)C)=O (R)-3-(1-(2,3-dichloro-4-(pyrazin-2-yl)phenyl)-2,2,2-trifluoroethyl)-1-methyl-1-(1-methylpiperidin-4-yl)urea fumarate salt